FC1=CC=C(C=C1)C(=C)B1OC(C(O1)(C)C)(C)C 2-(1-(4-fluorophenyl)vinyl)-4,4,5,5-tetramethyl-1,3,2-dioxaborolan